C(C)OC(=O)[C@H]1C2CCC([C@@H]1NC1=NC(=NC(=C1F)C=1SC=CC1)C1=CN(C3=NC=CN=C31)C(C3=CC=CC=C3)(C3=CC=CC=C3)C3=CC=CC=C3)CC2.FC=2C=C(C=CC2)N2CCC2 1-(3-fluorophenyl)azetidine (2S,3S)-ethyl-3-((5-fluoro-6-(thiophen-2-yl)-2-(5-trityl-5H-pyrrolo[2,3-b]pyrazin-7-yl)pyrimidin-4-yl)amino)bicyclo[2.2.2]octane-2-carboxylate